FC1=C(CN2N=C3C(N=NN(C3=O)[C@H]3[C@@H](C3)C(F)F)=C2)C(=CC=C1)F 6-(2,6-difluorobenzyl)-3-((1R,2R)-2-(difluoromethyl)cyclopropyl)-3,6-dihydro-4H-pyrazolo[4,3-d][1,2,3]triazin-4-one